CC(=CCC/C(=C/CC/C(=C/CC/C(=C/COC[C@@H](COP(=O)([O-])OCC[NH3+])OC/C=C(\\C)/CC/C=C(\\C)/CC/C=C(\\C)/CCC=C(C)C)/C)/C)/C)C The molecule is a zwitterion obtained by transfer of a proton from the phosphate to the amino group of a glycerophosphoethanolamine. Positions 1 and 2 of sn-glycero-3-phospho-ethanolamine are substituted by geranylgeranyl groups. It is a tautomer of a 2,3-bis-O-(geranylgeranyl)-sn-glycero-3-phosphoethanolamine.